O[C@H]1C[C@@H](N(C(C1)=O)C(=O)OC(C)(C)C)C(C)C tert-butyl (2R,4S)-4-hydroxy-2-isopropyl-6-oxopiperidine-1-carboxylate